10-(2,5-dihydroxybiphenyl-4-yl)-9,10-dihydro-phospha-10-phosphaphenanthrene-10-oxide OC1=C(C=C(C(=C1)P1(CC2=CC=CC=C2C=2C=CC=PC12)=O)O)C1=CC=CC=C1